1,2,4-tris(methanesulfonyloxy)butane CS(=O)(=O)OCC(CCOS(=O)(=O)C)OS(=O)(=O)C